2-(2,6-dioxopiperidin-3-yl)-5-(methyl(6-(methylamino)cyclohex-3-en-1-yl)amino)isoindoline-1,3-dione O=C1NC(CCC1N1C(C2=CC=C(C=C2C1=O)N(C1CC=CCC1NC)C)=O)=O